(S)-quinuclidin-3-yl ((R)-5-(4-(difluoromethoxy)-3-methylphenyl)-6-fluoro-2,2-dimethyl-2,3-dihydro-1H-inden-1-yl)carbamate FC(OC1=C(C=C(C=C1)C=1C=C2CC([C@H](C2=CC1F)NC(O[C@@H]1CN2CCC1CC2)=O)(C)C)C)F